3-(6-amino-8-((6-(dimethylamino)benzo[d][1,3]dioxol-5-yl)thio)-9H-purin-9-yl)-N-ethylpropane-1-sulfonamide NC1=C2N=C(N(C2=NC=N1)CCCS(=O)(=O)NCC)SC1=CC2=C(OCO2)C=C1N(C)C